tetra-silanol [SiH2]([SiH2][SiH2][SiH3])O